C(C)(C)(C)OC(=O)NC=1C=C(CNC=2C(=C(C(=O)OC)C(=CC2)C)F)C=CC1 methyl 3-((3-((tert-butoxycarbonyl)amino)benzyl)amino)-2-fluoro-6-methylbenzoate